2-Cyclobutyl-N-{5-[6-(3-methoxy-4-{[2-(morpholin-4-yl)-2-oxoethyl]oxy}phenyl)pyrazin-2-yl]thiophen-3-yl}acetamide C1(CCC1)CC(=O)NC1=CSC(=C1)C1=NC(=CN=C1)C1=CC(=C(C=C1)OCC(=O)N1CCOCC1)OC